N,N,N',N'-tetramethyl-guanidine trifluoroacetate FC(C(=O)O)(F)F.CN(C(=N)N(C)C)C